2-(Bis((4-bromo-2-pyridyl)methyl)amino)-N-(2,6-dimethylphenyl)acetamide BrC1=CC(=NC=C1)CN(CC(=O)NC1=C(C=CC=C1C)C)CC1=NC=CC(=C1)Br